ClC=1C=C(OC2=CC(=C(C=C2S(N)(=O)=O)NC(CC2=C(C=CC=C2)Cl)=O)C)C=CC1 N-[4-(3-chlorophenoxy)-2-methyl-5-sulfamylphenyl]-2-(2-chlorophenyl)acetamide